2-methylnaphtho[2,1-b]furan-1(2H)-one O-tosyl oxime S(=O)(=O)(C1=CC=C(C)C=C1)ON=C1C2=C(OC1C)C=CC1=CC=CC=C12